[Ca+2].CP([O-])([O-])=O methylphosphonate calcium